BrC1=C(C(=CC(=C1)C#C)OC)CC(=O)OC methyl (2-bromo-4-ethynyl-6-methoxyphenyl)acetate